AZABICYCLO[4.1.0]HEPTANE N12CCCCC2C1